6-chloro-8-fluoro-4-hydroxy-quinoline-3-sulfonyl chloride ClC=1C=C2C(=C(C=NC2=C(C1)F)S(=O)(=O)Cl)O